6-bromo-7-chloro-4-(2-isopropyl-6-methylphenyl)-2,3-dioxo-3,4-dihydroquinoxalin BrC=1C=C2N(C(C(NC2=CC1Cl)=O)=O)C1=C(C=CC=C1C)C(C)C